OC(CCCCCCCCCCCCCCCC(=O)O)CC=CCC=CCCCCCCC 17-Hydroxy-triaconta-19,22-dienoic acid